Methyl (2R)-2-amino-3-(4-cyanophenyl)propanoate N[C@@H](C(=O)OC)CC1=CC=C(C=C1)C#N